methyl 4-amino-1-(4-ethoxy-2,6-dimethylphenyl)-6-oxo-1,6-dihydropyrimidine-5-carboxylate NC=1N=CN(C(C1C(=O)OC)=O)C1=C(C=C(C=C1C)OCC)C